BrC(C)C1=CC=C(C=C1)OC 1-(1-bromoethyl)-4-methoxybenzene